4-((S)-4-acryloyl-2-methylpiperazin-1-yl)-1-(2-cyclopropyl-6-(methylsulfonyl)phenyl)-6-fluoro-7-(2-fluoro-6-hydroxyphenyl)pyridino[2,3-d]pyrimidin-2(1H)-one C(C=C)(=O)N1C[C@@H](N(CC1)C=1C2=C(N(C(N1)=O)C1=C(C=CC=C1S(=O)(=O)C)C1CC1)N=C(C(=C2)F)C2=C(C=CC=C2O)F)C